3-(4-(4-(6-(8-(7-acetyl-3-ethyl-5,6,7,8-tetrahydroimidazo[1,5-a]pyrazin-1-yl)isoquinolin-3-yl)-1H-benzo[d]imidazol-2-yl)but-1-yn-1-yl)-1-oxoisoindolin-2-yl)piperidine-2,6-dione C(C)(=O)N1CC=2N(CC1)C(=NC2C=2C=CC=C1C=C(N=CC21)C=2C=CC1=C(NC(=N1)CCC#CC1=C3CN(C(C3=CC=C1)=O)C1C(NC(CC1)=O)=O)C2)CC